manganous bromide [Br-].[Mn+2].[Br-]